2,2-dimethyl-1,2,4,7-tetrahydro-3H-pyrrolo[3',2':5,6]pyrido[3,4-b]pyrazin-3-one CC1(NC2=C(NC1=O)C=NC1=C2C=CN1)C